FC(C=1C=CC2=C(N=C(O2)S)C1)(F)F 5-(trifluoromethyl)benzo[d]oxazole-2-thiol